Methyl-(S,E)-(1-((6-Chloro-1-((4-fluoro-7-isobutyl-1H-pyrrolo[2,3-c]pyridin-2-yl)methyl)-2-oxo-1,2-dihydropyridin-3-yl)amino)-7-(dimethylamino)-1,7-dioxohept-5-en-2-yl)carbamat COC(N[C@H](C(=O)NC=1C(N(C(=CC1)Cl)CC1=CC=2C(=C(N=CC2F)CC(C)C)N1)=O)CC\C=C\C(=O)N(C)C)=O